C(C)(C)(C)OC(=O)N1CC(C(CC1)(F)F)N1N=CC(=C1)[N+](=O)[O-] 4,4-difluoro-3-(4-nitropyrazol-1-yl)piperidine-1-carboxylic acid tert-butyl ester